C1OCC12CN(C2)C=2C=CC(=NC2)NC([C@H](C2=CC=CC=C2)NCCC2=CC=C(C=C2)C#N)=O |r| (S)- and (R)-N-(5-(2-oxa-6-azaspiro[3.3]-heptan-6-yl)-pyridin-2-yl)-2-((4-cyanophenethyl)amino)-2-phenylacetamide